2,5-bis{[(2-hydroxyethyl)(methyl)amino]methyl}benzene-1,4-diol OCCN(C)CC1=C(C=C(C(=C1)O)CN(C)CCO)O